2-(6-(((1s,2s,3r,5r)-2-fluoro-9-azabicyclo[3.3.1]non-3-yl)oxy)pyridazin-3-yl)-5-(5-methylthiophene-3-yl)phenol F[C@H]1[C@@H]2CCC[C@H](C[C@H]1OC1=CC=C(N=N1)C1=C(C=C(C=C1)C1=CSC(=C1)C)O)N2